N-(3-(3-chlorobenzoylamino)phenyl)-4-(pyrimidin-2-yl)piperazine-1-carboxamide ClC=1C=C(C(=O)NC=2C=C(C=CC2)NC(=O)N2CCN(CC2)C2=NC=CC=N2)C=CC1